FC1=C2C(=C(C=3NC=4C=CC=CC4C13)OC)NC(=N2)C2=CC=CC=C2 10-fluoro-4-methoxy-2-phenyl-3,5-dihydroimidazo[4,5-b]carbazole